BrC=1C=CC=2N(C1)N=C(N2)C2=CC=C(C=C2)N2CCN(CC2)C 6-bromo-2-(4-(4-methylpiperazin-1-yl)phenyl)-[1,2,4]triazolo[1,5-a]pyridine